benzyl (S)-4-(7-(8-chloronaphthalen-1-yl)-2-(methylthio)-5,6,7,8-tetrahydropyrido[3,4-d]pyrimidin-4-yl)-2-(cyanomethyl)piperazine-1-carboxylate ClC=1C=CC=C2C=CC=C(C12)N1CC=2N=C(N=C(C2CC1)N1C[C@@H](N(CC1)C(=O)OCC1=CC=CC=C1)CC#N)SC